2-(3-methylindolin-3-yl)acetic acid methyl ester COC(CC1(CNC2=CC=CC=C12)C)=O